N-{(1R)-1-[3-(difluoromethyl)-2-fluorophenyl]ethyl}-6-[(3R)-3-(dimethylamino)pyrrolidin-1-yl]-2,8-dimethylpyrido[3,4-d]pyrimidin-4-amine FC(C=1C(=C(C=CC1)[C@@H](C)NC=1C2=C(N=C(N1)C)C(=NC(=C2)N2C[C@@H](CC2)N(C)C)C)F)F